(1r,3r)-3-(6-(dimethylamino)-1H-indazol-1-yl)cyclobutyl ((2-(2,6-dioxopiperidin-3-yl)-4-fluoro-3-oxoisoindolin-5-yl)methyl)carbamate O=C1NC(CC[C@H]1N1CC2=CC=C(C(=C2C1=O)F)CNC(OC1CC(C1)N1N=CC2=CC=C(C=C12)N(C)C)=O)=O